(1-{3-[(tert-butoxycarbonyl)amino]bicyclo[1.1.1]pentan-1-yl}-1H-pyrazol-4-yl)boronic acid C(C)(C)(C)OC(=O)NC12CC(C1)(C2)N2N=CC(=C2)B(O)O